(R or S)-N-(2-(azetidin-3-yloxy)-5-(difluoromethyl)phenyl)-3-(3-fluoro-4-methylphenyl)-3-(1,2,4-thiadiazol-5-yl)pyrrolidine-1-carboxamide hydrochloride Cl.N1CC(C1)OC1=C(C=C(C=C1)C(F)F)NC(=O)N1C[C@](CC1)(C1=NC=NS1)C1=CC(=C(C=C1)C)F |o1:20|